di(p-nitrophenol) carbonate C(O)(O)=O.[N+](=O)([O-])C1=CC=C(C=C1)O.[N+](=O)([O-])C1=CC=C(C=C1)O